(R)-2-amino-5-(pyrrolidin-1-yl)pentan-1-ol hydrochloric acid salt Cl.N[C@@H](CO)CCCN1CCCC1